cis-tert-butyl 4-(4-amino-3-(methoxycarbonyl)phenoxy)-2-((4-amino-3-(methoxycarbonyl)-phenoxy)-methyl)pyrrolidine-1-carboxylate NC1=C(C=C(O[C@@H]2C[C@@H](N(C2)C(=O)OC(C)(C)C)COC2=CC(=C(C=C2)N)C(=O)OC)C=C1)C(=O)OC